7-(2-(((1S,2S,4R)-bicyclo[2.2.1]heptan-2-yl)amino)-2-oxoethoxy)naphthalen [C@H]12[C@H](C[C@H](CC1)C2)NC(COC2=CC=C1C=CC=CC1=C2)=O